OCCCOC(C(=COC(C=C)=O)C)=O 3-acryloyloxy-2-methyl-acrylic acid hydroxypropyl ester